4-((2-(4-chlorophenyl)-5,5-dimethylcyclohex-1-enyl)methyl)piperazine ClC1=CC=C(C=C1)C1=C(CC(CC1)(C)C)CN1CCNCC1